N-[3-(2-benzothiazolyl)phenyl]-2-[(1,1-dimethylethyl)thio]acetamide S1C(=NC2=C1C=CC=C2)C=2C=C(C=CC2)NC(CSC(C)(C)C)=O